CNC1=NN=NN1C N,1-dimethyl-1H-tetrazol-5-amine